(1,1,1-trifluoro-2-propyl)-methyl-dimethoxysilane FC(C(C)[Si](OC)(OC)C)(F)F